C(C)(=O)C1=CN(C2=CC(=CC=C12)NC(OC(C)(C)C)=O)CC(=O)N(C1CC1)CC(=O)NCC1=C(C(=CC=C1)Cl)F tert-butyl (3-acetyl-1-(2-((2-((3-chloro-2-fluorobenzyl)amino)-2-oxoethyl)(cyclopropyl)amino)-2-oxoethyl)-1H-indol-6-yl)carbamate